C(C)OC(=O)C=1C=NC(=NC1)C=1N=C(N2C1C=CC=C2)C (3-methylimidazo[1,5-a]pyridin-1-yl)pyrimidine-5-carboxylic acid ethyl ester